C(OC[C@H]1O[C@@]([C@@H]([C@@H]1O)O)(C#N)C1=CC=C2C(=NC=NN21)N)(OC2(CCCCC2)C)=O ((2R,3S,4R,5R)-5-(4-aminopyrrolo[2,1-f][1,2,4]triazin-7-yl)-5-cyano-3,4-dihydroxy tetrahydrofuran-2-yl)methyl (1-methylcyclohexyl) carbonate